N-(6-(4-chloro-3-fluoro-2-(hydroxymethyl)phenyl)imidazo[1,2-a]pyridin-2-yl)-2-fluorocyclopropane-1-carboxamide ClC1=C(C(=C(C=C1)C=1C=CC=2N(C1)C=C(N2)NC(=O)C2C(C2)F)CO)F